tert-butyl 6,6-dimethyl-5,7-dihydro-4H-indazole-1-carboxylate CC1(CCC=2C=NN(C2C1)C(=O)OC(C)(C)C)C